tert-butyl (2-((4-(6-bromo-3-methylpyridin-2-yl)-5-oxo-4,5-dihydro-1H-tetrazol-1-yl)methyl)-3,3-difluoroallyl)carbamate BrC1=CC=C(C(=N1)N1N=NN(C1=O)CC(CNC(OC(C)(C)C)=O)=C(F)F)C